2-{4-[6-amino-5-(2,6-difluoro-benzyloxy)-pyridin-3-yl]-phenoxy}-1-[(2S)-2-pyrrolidin-1-ylmethyl-pyrrolidin-1-yl]-ethanone NC1=C(C=C(C=N1)C1=CC=C(OCC(=O)N2[C@@H](CCC2)CN2CCCC2)C=C1)OCC1=C(C=CC=C1F)F